FN(C(=N)N)C(C=CC1=CC=CC=C1)=O fluorocinnamoylguanidine